2-bromo-4-cyclopropyl-benzaldehyde BrC1=C(C=O)C=CC(=C1)C1CC1